(R)-4-((1-(3-amino-5-(trifluoromethyl)phenyl)ethyl)amino)-2,8-dimethylfuro[2,3-h]quinolin-6-ol NC=1C=C(C=C(C1)C(F)(F)F)[C@@H](C)NC1=CC(=NC2=C3C(=C(C=C12)O)OC(=C3)C)C